isocumarine C1(=O)OC=CC2=CC=CC=C12